C(C)(C)(C)N(C(O)=O)CC=1OC2=C(C1)C=C(C1=C2C(NC(O1)=O)=O)Cl.NCC=1OC2=C(C1)C=C(C1=C2C(NC(O1)=O)=O)Cl 2-(Aminomethyl)-5-chloro-7H-benzofuro[7,6-e][1,3]oxazine-7,9(8H)-dione Tert-butyl-((5-chloro-7,9-dioxo-8,9-dihydro-7H-benzofuro[7,6-e][1,3]oxazin-2-yl)methyl)carbamate